ClC=1C=C(C=CC1)NC1=C(C=CC=C1C1=CC(=NC(=C1)C(C)(C)C)C(C)(C)C)C1=CC(=NC(=C1)C(C)(C)C)C(C)(C)C N-(3-chlorophenyl)-2,6-bis(2,6-di-tert-butylpyridin-4-yl)aniline